3-(4-chlorophenyl)-1-cyclobutyl-1-(pyrazolo[1,5-a]pyridin-5-ylmethyl)urea ClC1=CC=C(C=C1)NC(N(CC1=CC=2N(C=C1)N=CC2)C2CCC2)=O